CN1C(CC(C1)C)=O 1,4-dimethyl-2-pyrrolidone